C1(CC1)C1=NN=C(O1)N1C(N2[C@H](CCCC2)C1=O)C1=NC=CC2=C1OCO2 (8aR)-2-(5-cyclopropyl-1,3,4-oxadiazol-2-yl)-3-([1,3]dioxolo[4,5-c]pyridin-4-yl)-3,5,6,7,8,8a-hexahydroimidazo[1,5-a]pyridin-1-one